(S)-4-amino-2-(methylamino)butanoic acid NCC[C@@H](C(=O)O)NC